CCCC(=O)C The molecule is a pentanone carrying an oxo substituent at position 2. It has a role as a plant metabolite. It is a methyl ketone and a pentanone.